C(C)(C)(C)N(C(O)=O)C1=C(C=C(C=C1)C=1C=NC=CC1)NCCCO.FC=1C=C(C=CC1OC)CC(=O)C1=CC(=C(C(=C1)OC)OC)OC 2-(3-Fluoro-4-methoxyphenyl)-1-(3,4,5-trimethoxyphenyl)ethan-1-one tert-butyl-{2-[(3-{hydroxy}propyl)amino]-4-(pyridin-3-yl)phenyl}carbamate